COCCN(CCOC)CC1=CC=C(COC2=C3CN(C(C3=CC=C2)=O)C2C(NC(CC2)=O)=O)C=C1 3-(4-(4-((BIS(2-METHOXYETHYL)AMINO)METHYL)BENZYLOXY)-1-OXOISOINDOLIN-2-YL)PIPERIDINE-2,6-DIONE